1,2-bis(tricosa-10,12-diynoyl)-sn-glycero-3-phosphocholine C(CCCCCCCCC#CC#CCCCCCCCCCC)(=O)OC[C@@H](OC(CCCCCCCCC#CC#CCCCCCCCCCC)=O)COP(=O)([O-])OCC[N+](C)(C)C